1,2,3,4-cyclohexane-tetracarboxylic acid C1(C(C(C(CC1)C(=O)O)C(=O)O)C(=O)O)C(=O)O